CN(C1CCC(CC1)NC(C1=CC(=CC(=C1)C(F)(F)F)NC(CC1=C(C=C(C=C1)C=1C=NC(=CC1OCC)O)F)=O)=O)C N-(4-(dimethylamino)cyclohexyl)-3-(2-(4-(4-ethoxy-6-hydroxypyridin-3-yl)-2-fluorophenyl)acetamido)-5-(trifluoromethyl)benzamide